BrC=1C(=NOC1C)OC[C@H]1N(CC1(C)C)C(=O)OC(C)(C)C tert-butyl (S)-2-(((4-bromo-5-methylisoxazol-3-yl)oxy)methyl)-3,3-dimethylazetidine-1-carboxylate